4-(Methoxymethyl)-3-(2-{[4-(4-methylpiperazin-1-yl)phenyl]amino}-5-[2-(triisopropylsilyl)ethynyl]pyrido[2,3-d]pyrimidin-7-yl)-1,3-oxazolidin-2-one COCC1N(C(OC1)=O)C=1C=C(C2=C(N=C(N=C2)NC2=CC=C(C=C2)N2CCN(CC2)C)N1)C#C[Si](C(C)C)(C(C)C)C(C)C